F[C@@H]1[C@H]2CC[C@@H](C[C@@H]1NC(OC(C)(C)C)=O)N2C(C(F)(F)F)=O tert-Butyl N-[(1R,2S,3S,5S)-2-fluoro-8-(2,2,2-trifluoroacetyl)-8-azabicyclo[3.2.1]octan-3-yl]carbamate